(2-[8-(dimethoxymethylsilyl)octoxy]-5-hydroxyphenyl)triphenylphosphonium bromide [Br-].COC(OC)[SiH2]CCCCCCCCOC1=C(C=C(C=C1)O)[P+](C1=CC=CC=C1)(C1=CC=CC=C1)C1=CC=CC=C1